FC=1C=C(C=CC1F)C1=CN=C(N1)C1=NNC2=CC=C(C=C12)C(=O)O 3-(5-(3,4-difluorophenyl)-1H-imidazol-2-yl)-1H-indazole-5-carboxylic acid